[N+](=O)([O-])C1=C(C(=CC(=C1)[N+](=O)[O-])[N+](=O)[O-])S(=O)(=O)O 2,4,6-trinitrophenylsulfonic acid